5-methyl-1-(6-nitropiperidin-2-yl)octahydropyrrolo[3,4-b]pyrrole CN1CC2N(CCC2C1)C1NC(CCC1)[N+](=O)[O-]